Ditridecylthiobispropionate C(CCCCCCCCCCCC)OC(CCSCCC(=O)OCCCCCCCCCCCCC)=O